benzyl (R)-3-(3-bromo-2-methylbenzamido)-4-oxopiperidine-1-carboxylate BrC=1C(=C(C(=O)N[C@@H]2CN(CCC2=O)C(=O)OCC2=CC=CC=C2)C=CC1)C